NC(CC(=O)NCCN(C)C)(C)C 3-amino-N-(2-dimethylaminoethyl)-3-methyl-butyramide